C1[C@@H](N=C(S1)C2=NC3=C(S2)C=C(C=C3)OS(=O)(=O)O)C(=O)O The molecule is a member of the class of benzothiazoles that is Photinus luciferin in which the phenolic hydroxy group has been replaced by a sulfo group. Enzymatic derivative of firefly luciferin produced by luciferin sulfotransferase (LST) from luciferin with 3'-phosphoadenosine-5'-phosphosulfate (PAPS) as co-substrate. Not a substrate for firefly luciferase. Likely the in-vivo storage form of luciferin. It has a role as an animal metabolite. It is a 1,3-thiazolemonocarboxylic acid, a member of benzothiazoles, an imidothioate and an aryl sulfate. It derives from a Photinus luciferin. It is a conjugate acid of a firefly D-sulfoluciferin(2-).